C1(CCC1)CNCC=1C=C(C=2N(C1)C(=CN2)F)C(=O)OC methyl 6-{[(cyclobutylmethyl) amino] methyl}-3-fluoroimidazo[1,2-a]pyridine-8-carboxylate